2-(1H-indol-3-yl)-N-(3,4,5-trimethoxyphenyl)acetamide N1C=C(C2=CC=CC=C12)CC(=O)NC1=CC(=C(C(=C1)OC)OC)OC